2-[3-(4-ethylpyrazol-1-yl)-1-[2-[3-[2-(4-methylpiperazin-1-yl)-2-oxo-ethyl]anilino]-[1,2,4]triazolo[1,5-a]pyridin-8-yl]azetidin-3-yl]acetonitrile C(C)C=1C=NN(C1)C1(CN(C1)C=1C=2N(C=CC1)N=C(N2)NC2=CC(=CC=C2)CC(=O)N2CCN(CC2)C)CC#N